4-(1-(4-(2-(azetidin-1-yl)ethyl)-2-chlorophenyl)-1H-imidazol-4-yl)-N-(1-(methylsulfonyl)piperidin-4-yl)-5-(trifluoromethyl)pyrimidin-2-amine N1(CCC1)CCC1=CC(=C(C=C1)N1C=NC(=C1)C1=NC(=NC=C1C(F)(F)F)NC1CCN(CC1)S(=O)(=O)C)Cl